N-(6-amino-5-methyl-3-pyridyl)-2-[(2S,5R)-5-methyl-2-(6-methyl-3-pyridyl)-1-piperidyl]-2-oxo-acetamide NC1=C(C=C(C=N1)NC(C(=O)N1[C@@H](CC[C@H](C1)C)C=1C=NC(=CC1)C)=O)C